C1(=CC=CC=C1)C=1C=C(SC1)C(=NO)C1=CC(=C(C(=C1)OC)OC)OC (4-phenylthiophen-2-yl)(3,4,5-trimethoxyphenyl)methanone oxime